Tert-butyl (3S)-3-[[4-[6-[(3S)-3-ethyl-3-hydroxy-pyrrolidine-1-carbonyl]-1H-indol-3-yl]-5-(trifluoromethyl)pyrimidin-2-yl]amino]piperidine-1-carboxylate C(C)[C@]1(CN(CC1)C(=O)C1=CC=C2C(=CNC2=C1)C1=NC(=NC=C1C(F)(F)F)N[C@@H]1CN(CCC1)C(=O)OC(C)(C)C)O